C1(CC1)N1CC(CCC1)CNC(OC(C)(C)C)=O tert-Butyl N-[(1-cyclopropyl-3-piperidyl)methyl]carbamate